COC1(CC1)C(=O)O 1-Methoxy-cyclopropanecarboxylic acid